NC1=C(C(=O)NC2=C(C=CC(=C2)C2(CC2)C2=NC=CC=C2)OC)C=CC(=N1)COC 2-amino-N-{2-methoxy-5-[1-(pyridin-2-yl)cyclopropyl]phenyl}-6-(methoxymethyl)nicotinamide